3,3'-seleno-dithiodipropionic acid [Se](SCCC(=O)O)SCCC(=O)O